1,2-dimethylbenzylhydrazine CC1(CNN)C(C=CC=C1)C